C(C)(C)(C)CC(C)(C1=CC=CC=C1)OO t-butyl-cumyl hydroperoxide